COC(NCC1CCN(CC1)CC1=CC(=NC(=C1)OC=1C=NC(=NC1)N1CCN(CC1)C[C@@H](C)O)C1=CC(=CC(=C1)Cl)Cl)=O (R)-methyl((1-((2-(3,5-dichlorophenyl)-6-((2-(4-(2-hydroxypropyl)piperazin-1-yl)pyrimidin-5-yl)oxy)pyridin-4-yl)methyl)piperidin-4-yl)methyl)carbamate